tert-butyl 4-[8-[(8-fluoro-2-methyl-imidazo[1,2-a]pyridin-6-yl)carbamoyl]-2-methoxy-quinazolin-5-yl]piperidine-1-carboxylate FC=1C=2N(C=C(C1)NC(=O)C=1C=CC(=C3C=NC(=NC13)OC)C1CCN(CC1)C(=O)OC(C)(C)C)C=C(N2)C